α-methyl-L-methionine C[C@](N)(CCSC)C(=O)O